C1(CC1)C=1N=NN(C1)[C@H](C(=O)N1[C@@H](C[C@H](C1)O)C(=O)[O-])C(C)C (2S,4R)-1-((S)-2-(4-cyclopropyl-1H-1,2,3-triazol-1-yl)-3-methylbutyryl)-4-hydroxypyrrolidine-2-carboxylate